N-[(2,4-dimethoxyphenyl)methyl]-4-(trifluoromethoxy)benzenesulfinamide COC1=C(C=CC(=C1)OC)CNS(=O)C1=CC=C(C=C1)OC(F)(F)F